CC1(CN(CCN1C(=O)C1=CNC(C=C1)=O)[C@@H](C(=O)NC=1SC(=CN1)OC1=CC=C(C=C1)F)C)C (2R)-2-[3,3-dimethyl-4-(6-oxo-1H-pyridine-3-carbonyl)piperazin-1-yl]-N-[5-(4-fluorophenoxy)-1,3-thiazol-2-yl]propanamide